C\C(=C/CCC1(OC2=CC(=C(C(=C2C=C1)O)C(=O)O)C)C)\CCC=C(C)C (E)-2-(4,8-dimethylnona-3,7-dien-1-yl)-5-hydroxy-2,7-dimethyl-2H-chromene-6-carboxylic acid